IC(CCCOC(CC)=O)C.C1(=CC=CC=C1)N1C(SC2=C1C=CC=C2)C2=CC(=CC(=C2)C2SC1=C(N2C2=CC=CC=C2)C=CC=C1)C1SC2=C(N1C1=CC=CC=C1)C=CC=C2 1,3,5-tris(N-phenylbenzothiazol-2-yl)benzene 4-iodopentyl-propionate